N1(N=CC=C1)CC1=C(C=C(C(=O)NS(=O)(=O)C2=C(C(=CC=C2OC)CC)OC)C=C1)OC 4-((1H-pyrazol-1-yl)methyl)-N-((3-ethyl-2,6-dimethoxyphenyl)sulfonyl)-3-methoxybenzamide